(S)-2-Amino-4-methoxybutanoic acid N[C@H](C(=O)O)CCOC